[2-[2-[(tert-Butoxycarbonylamino)methyl]-4-pyridinyl]ethynyl]benzoic acid methyl ester COC(C1=C(C=CC=C1)C#CC1=CC(=NC=C1)CNC(=O)OC(C)(C)C)=O